CN(CC(=O)N1CCC(CC1)COC=1C=C2C(=C(NC2=CC1)C=1C=C(C=2N(C1)N=CN2)C)C(C)C)C 2-(Dimethylamino)-1-(4-(((3-isopropyl-2-(8-methyl-[1,2,4]triazolo[1,5-a]pyridin-6-yl)-1H-indol-5-yl)oxy)methyl)piperidin-1-yl)ethan-1-on